N[SiH2]CC1CO1 amino-glycidyl-silane